O=C1N2[C@@H](CC[C@@H]2CC(C1)=O)C(=O)OCC ethyl (3S,8aR)-5,7-dioxo-hexahydroindolizine-3-carboxylate